S1C(=CC=C1)C1=NC(=CC=2C3=CC=CC=C3NC12)\C=N\NC=1C(N=C2C=CC=CC12)=O 3-(((E)-(1-(2-thienyl)-beta-carbolin-3-yl)methylene)hydrazino)indol-2-one